1,2,9-triazatricyclo[6.3.1.0^{4,12}]dodeca-2,4,6,8(12)-tetraene N12N=CC3=CC=CC(NCC1)=C23